trihexyl-(tetradecyl)phosphonium methanesulfonate CS(=O)(=O)[O-].C(CCCCC)[P+](CCCCCCCCCCCCCC)(CCCCCC)CCCCCC